C(C)(C)(C)[C@@H]1N(C[C@H]1C=1C=NC(=CC1)C1CC(C1)C(F)(F)F)C(=O)O.BrCC=CC(=O)N1CC(CC1)O 4-bromo-1-(3-hydroxypyrrolidin-1-yl)but-2-en-1-one trans-[tert-butyl-3-[6-[3-(trifluoromethyl)cyclobutyl]-3-pyridyl]azetidine-1-carboxylate]